FC(C1=NC=NN1)(F)F 5-trifluoromethyl-1,2,4-triazole